NCC(O)C1=CC=C(C=C1)C1=C(C=C(C#N)C=C1)CN1C(=NC(=C1)C1=CC=CC=C1)C 4-[4-(2-amino-1-hydroxyethyl)phenyl]-3-[(2-methyl-4-phenylimidazol-1-yl)methyl]benzonitrile